tert-butyl 3-(1-cyanoethylidene)azetidine-1-carboxylate C(#N)C(C)=C1CN(C1)C(=O)OC(C)(C)C